ClC=1C(=C2C(=NC1)N(N(C2=O)C)COCC[Si](C)(C)C)NC2=CC=CC=1C=3C(CN(C21)C)=CN(N3)C chloro-4-((2,5-dimethyl-4,5-dihydro-2H-pyrazolo[4,3-c]quinolin-6-yl)amino)-2-methyl-1-((2-(trimethylsilyl)ethoxy)methyl)-1,2-dihydro-3H-pyrazolo[3,4-b]pyridin-3-one